[2-(Triethoxysilyl)-ethyl] tetrasulfide C(C)O[Si](CCSSSSCC[Si](OCC)(OCC)OCC)(OCC)OCC